N=1C=CN2N=C(C=CC21)C=2C=CN1N=C(N=CC12)N[C@@H]1C[C@H](C1)OC 5-(imidazo[1,2-b]pyridazin-6-yl)-N-(trans-3-methoxycyclobutyl)pyrrolo[2,1-f][1,2,4]triazin-2-amine